lauroyl-methylaminopropionate C(CCCCCCCCCCC)(=O)C(C(=O)[O-])(C)NC